3-[[4-[(2R)-2-[(7-Chloro-6-isopropyl-furo[2,3-b]pyrazin-2-yl)methylamino]-3-(1-methylcyclopropyl)propoxy]-6-(2,6-dimethylphenyl)pyrimidin-2-yl]sulfamoyl]benzoic acid ClC1=C(OC2=NC=C(N=C21)CN[C@@H](COC2=NC(=NC(=C2)C2=C(C=CC=C2C)C)NS(=O)(=O)C=2C=C(C(=O)O)C=CC2)CC2(CC2)C)C(C)C